3-hydroxy-2-stearamidooctadecyl (2-(piperazino)ethyl) phosphate P(=O)(OCC(C(CCCCCCCCCCCCCCC)O)NC(CCCCCCCCCCCCCCCCC)=O)(OCCN1CCNCC1)[O-]